6-((2-((6-((5-fluoro-4-(4-fluoro-1-isopropyl-2-methyl-1H-benzo[d]imidazol-6-yl)pyrimidin-2-yl)amino)pyridin-3-yl)oxy)ethyl)(methyl)amino)-N-hydroxynicotinamide hydrochloride salt Cl.FC=1C(=NC(=NC1)NC1=CC=C(C=N1)OCCN(C1=NC=C(C(=O)NO)C=C1)C)C=1C=C(C2=C(N(C(=N2)C)C(C)C)C1)F